C1=C(C=CC2=CC=CC=C12)C(=O)NC1=C(C(=O)N[C@@H](CC2=CC=CC=C2)C(=O)OC)C=CC=C1 Methyl (2-(2-naphthamido)benzoyl)-L-phenylalaninate